ClC1=C(CN2C=3N(C4=CC=CC=C4C2=O)C(=CN3)CN3CCCCC3)C=CC=C1 4-(2-chlorobenzyl)-1-(piperidin-1-ylmethyl)imidazo[1,2-a]quinazolin-5(4H)-one